2-cyclohexylethyl imidazole-1-carboxylate N1(C=NC=C1)C(=O)OCCC1CCCCC1